NC1=C(C=CC(=C1)NCC1=CC=C(C=C1)C(F)(F)F)NC(=O)C1CC1 N-(2-amino-4-((4-(trifluoromethyl)benzyl)amino)phenyl)cyclopropanecarboxamide